2-(4-cyclopropyl-6-methoxypyrimidin-5-yl)-4-(4-(5-((methylamino)methyl)-3-(trifluoromethyl)-1H-pyrazol-1-yl)benzyl)-6,7-dihydropyrazolo[1,5-a]pyrimidin-5(4H)-one C1(CC1)C1=NC=NC(=C1C1=NN2C(N(C(CC2)=O)CC2=CC=C(C=C2)N2N=C(C=C2CNC)C(F)(F)F)=C1)OC